C(C)(C)(C)OC(=O)N1[C@@H]([C@H](C1)OC=1C=C(C(=NC1)C(=O)OC)F)C methyl 5-{[(2R,3S)-1-(tert-butoxycarbonyl)-2-methylazetidin-3-yl]oxy}-3-fluoropyridine-2-carboxylate